C(CCCC\C=C/C)C1CCC(O1)=O 5-[(Z)-oct-6-enyl]oxacyclopentane-2-one